tert-butyl 2-acetyl-7,8-dihydro-1,6-naphthyridine-6(5H)-carboxylate C(C)(=O)C1=NC=2CCN(CC2C=C1)C(=O)OC(C)(C)C